6'-chloro-1'-(2-(1,1-difluoroethyl)-6-(2-fluoropropan-2-yl)pyrimidin-4-yl)-1',2'-dihydrospiro[cyclopropane-1,3'-pyrrolo[3,2-c]pyridine] ClC1=CC2=C(C=N1)C1(CN2C2=NC(=NC(=C2)C(C)(C)F)C(C)(F)F)CC1